ClC=1C=C(C=[NH+]C1)C(=O)NC12CC(C1)(C2)[C@@H](C(=O)NC2=CC=C(C=C2)F)C 5-chloro-N-[3-[(1S)-2-(4-fluoroanilino)-1-methyl-2-oxo-ethyl]-1-bicyclo[1.1.1]pentanyl]pyridin-1-ium-3-carboxamide